3-(4-((2-(3-(3-morpholinopropoxy)propoxy)ethyl)thio)-1-oxoisoindolin-2-yl)piperidine-2,6-dione O1CCN(CC1)CCCOCCCOCCSC1=C2CN(C(C2=CC=C1)=O)C1C(NC(CC1)=O)=O